ClC1=NC=C2N(C(N(C2=N1)C1CC2(C1)CCC2)=O)C 2-chloro-7-methyl-9-spiro[3.3]heptan-2-yl-7,9-dihydro-8H-purin-8-one